N-(7-methoxy-2-methyl-2H-indazol-5-yl)-4-(piperazin-1-yl)-2,3-dihydro-1H-pyrrolo[2,3-b]pyridine-1-carboxamide formate C(=O)O.COC1=CC(=CC2=CN(N=C12)C)NC(=O)N1CCC=2C1=NC=CC2N2CCNCC2